C(C)(=O)N[C@@H]1C(CN(CC1)C(C(F)(F)C=1C=C(C(=O)NC2=CC(=C(C=C2)F)C)C=CC1F)=O)(C)C (S)-3-(2-(4-acetamido-3,3-dimethylpiperidin-1-yl)-1,1-difluoro-2-oxoethyl)-4-fluoro-N-(4-fluoro-3-methylphenyl)benzamide